FC(N1N=CC(=C1)C=1C=C(C=2N(C1)N=CC2C#N)C=2C=NC(=CC2)N2CC1N(C(C2)C1)CC1=CC(=CC=C1)S(=O)(=O)C)F 6-(1-difluoromethyl-1H-pyrazol-4-yl)-4-(6-(6-(3-(methylsulfonyl)benzyl)-3,6-diazabicyclo[3.1.1]heptan-3-yl)pyridin-3-yl)pyrazolo[1,5-a]pyridine-3-carbonitrile